FC(C=1C=CC=NC1)(F)F (1r)-5-trifluoromethylpyridine